C(#N)C=1C=C(SC1)C1=NNC(=C1)NC(C1=CC(=C(C=C1)NC1CCN(CC1)C)OC)=O N-(3-(4-Cyanothiophen-2-yl)-1H-pyrazol-5-yl)-3-methoxy-4-(1-methylpiperidin-4-ylamino)benzamide